3-(4-bromophenyl)-1H-pyrazole-1-carboxylic acid chloromethyl ester ClCOC(=O)N1N=C(C=C1)C1=CC=C(C=C1)Br